tert-butyl-4-(1-(5-(methoxy-d3)-4-nitro-2-vinylphenyl)piperidin-4-yl)piperazine-1-carboxylic acid C(C)(C)(C)C1N(CCN(C1)C1CCN(CC1)C1=C(C=C(C(=C1)OC([2H])([2H])[2H])[N+](=O)[O-])C=C)C(=O)O